The molecule is an unsaturated fatty acyl-CoA that results from the formal condensation of the thiol group of coenzyme A with the carboxy group of (2E,8Z,11Z,14Z,17Z,20Z,23Z)-hexacosaheptaenoic acid. It is an unsaturated fatty acyl-CoA and a very long-chain fatty acyl-CoA. It is a conjugate acid of a (2E,8Z,11Z,14Z,17Z,20Z,23Z)-hexacosaheptaenoyl-CoA(4-). CC/C=C\\C/C=C\\C/C=C\\C/C=C\\C/C=C\\C/C=C\\CCCC/C=C/C(=O)SCCNC(=O)CCNC(=O)[C@@H](C(C)(C)COP(=O)(O)OP(=O)(O)OC[C@@H]1[C@H]([C@H]([C@@H](O1)N2C=NC3=C(N=CN=C32)N)O)OP(=O)(O)O)O